FC1CN=C(C=2NC3=CC(=C(C(=C3C21)F)F)F)C 4,5,6,7-tetrafluoro-1-methyl-4,9-dihydro-3H-pyrido[3,4-b]indole